S(=O)(=O)(C1=CC=C(C)C=C1)NC(=O)N tosyl-urea